COC(=O)C1CCN(CC1)C1=CC=2C(=C(N=NC2O)C)C=N1 1-(1-hydroxy-4-methylpyrido[3,4-d]pyridazin-7-yl)piperidine-4-carboxylic acid methyl ester